(R*)-2-Chloro-N-((4-methyl-6-(8-methyl-3-(trifluoromethyl)-5,6-dihydro-[1,2,4]triazolo[4,3-a]pyrazin-7(8H)-yl)pyridin-3-yl)methyl)-1H-pyrrolo[2,3-b]pyridin-4-amine ClC1=CC2=C(N=CC=C2NCC=2C=NC(=CC2C)N2[C@@H](C=3N(CC2)C(=NN3)C(F)(F)F)C)N1 |o1:19|